C12CCC(CC1)N2C(CC#N)=O 3-(7-Aza-bicyclo[2.2.1]hept-7-yl)-3-oxo-propionitrile